(6-Bromothiazolo[5,4-b]pyridin-2-yl)carbamic acid tert-butyl ester C(C)(C)(C)OC(NC=1SC2=NC=C(C=C2N1)Br)=O